(R)-N-(4,4-difluoro-1-(oxetan-3-yl)pyrrolidin-3-yl)-5-(4-fluoro-1-(2-fluoroethyl)-1H-benzo[d]imidazol-6-yl)-4-methoxypyrrolo[2,1-f][1,2,4]triazin-2-amine FC1([C@@H](CN(C1)C1COC1)NC1=NN2C(C(=N1)OC)=C(C=C2)C=2C=C(C1=C(N(C=N1)CCF)C2)F)F